FC(C1=NC(=CC=C1OC[C@](CC(C)C)(N)C)C1=CN(C2=NC=C(C=C21)F)S(=O)(=O)C2=CC=C(C)C=C2)F (S)-1-{[2-(difluoromethyl)-6-(5-fluoro-1-tosyl-1H-pyrrolo[2,3-b]pyridin-3-yl)pyridin-3-yl]oxy}-2,4-dimethylpentane-2-amine